hydroxy-4-methyl-coumarin OC=1C(OC2=CC=CC=C2C1C)=O